ClC=1C=C(C=CC1F)C(CC)=O 1-(3-chloro-4-fluorophenyl)propan-1-one